C(#N)N1CCN(CC1)C(=O)[O-] 4-cyano-piperazine-1-carboxylate